8-mercaptooctanoic acid SCCCCCCCC(=O)O